2-fluoro-N,N-dimethyl-4-(1-(piperidin-4-yl)azetidin-3-ylamino)benzamide hydrochloride Cl.FC1=C(C(=O)N(C)C)C=CC(=C1)NC1CN(C1)C1CCNCC1